OCCNC(=O)C=1SC=C(C1NC(C[N+]1(CCCCCC1)CC(=O)NC1=NOC=C1)=O)C 1-(2-((2-((2-hydroxyethyl)carbamoyl)-4-methylthiophen-3-yl)amino)-2-oxoethyl)-1-(2-(isoxazol-3-ylamino)-2-oxoethyl)azepan-1-ium